Methyl 3-(((7-(2-(bis(tert-butoxycarbonyl)amino)pyrimidin-4-yl)-2,3-dihydrofuro[3,2-c]pyridin-4-yl)amino)methyl)-5-fluorobenzoate C(C)(C)(C)OC(=O)N(C1=NC=CC(=N1)C=1C2=C(C(=NC1)NCC=1C=C(C(=O)OC)C=C(C1)F)CCO2)C(=O)OC(C)(C)C